C1(CC1)N1N=C(C=C1S(=O)(=O)N1CC2(C1)CN(C2)C2CCOCC2)C(F)F 2-((1-cyclopropyl-3-(difluoromethyl)-1H-pyrazol-5-yl)sulfonyl)-6-(tetrahydro-2H-pyran-4-yl)-2,6-diazaspiro[3.3]heptane